(S)-4,4-Difluoro-1-(2-((S)-3-((8-(trifluoromethyl)chinolin-4-yl)oxy)pyrrolidin-1-yl)acetyl)pyrrolidin-2-carbonitril FC1(C[C@H](N(C1)C(CN1C[C@H](CC1)OC1=CC=NC2=C(C=CC=C12)C(F)(F)F)=O)C#N)F